rac-(3R)-pyrrolidine-3-carboxylic acid N1C[C@@H](CC1)C(=O)O |r|